tert-butyl 4-(6-bromo-4-cyano-2-methylindazol-3-yl)-2-(difluoromethoxy)-6-methoxybenzoate BrC=1C=C(C2=C(N(N=C2C1)C)C1=CC(=C(C(=O)OC(C)(C)C)C(=C1)OC)OC(F)F)C#N